OCCN1C[C@@H](CCCC1)NC=1N=NC(=C2C1C=NC=C2)C2=C(C=C(C=C2)C(F)(F)F)O 2-(4-{[(3R)-1-(2-hydroxyethyl)azepan-3-yl]amino}pyrido[3,4-d]pyridazin-1-yl)-5-(trifluoromethyl)phenol